ClC1=NC=C(C(=C1)N1CCC2(CCN(C2)C)CC1)C=1C=NN(C1)CC(F)(F)F 8-(2-chloro-5-(1-(2,2,2-trifluoroethyl)-1H-pyrazol-4-yl)pyridin-4-yl)-2-methyl-2,8-diazaspiro[4.5]decane